4-(butylamino)butyl sulphate S(=O)(=O)(OCCCCNCCCC)[O-]